C(C1=CC=CC=C1)OC1=CC=2[C@@H]3N(N4C(C2C=C1OC)=CC(C(=C4)C(=O)OCC)=O)C(CC3)(C)C |r| racemic-ethyl 12-(benzyloxy)-11-methoxy-3,3-dimethyl-8-oxo-2,3,8,13b-tetrahydro-1H-pyrido[2,1-a]pyrrolo[1,2-c]phthalazine-7-carboxylate